[Br-].C(CCCCC)[N+](CCCCCC)(CCCCCC)C12CC3CC(CC(C1)C3)C2 N,N,N-trihexyl-1-adamantyl-ammonium bromide